C(C)(C)(C)OC(=O)NC1=C(C=CC=C1)C(CC(=O)OCC)=O ethyl 3-(2-((tert-butoxycarbonyl) amino) phenyl)-3-oxopropanoate